C(C)OC(=O)C=1C(NC2=CC(=CC=C2C1)C1(CCC1)OC)=O.BrC1=CC=C(C=C1)C1N(CCCC1)S(=O)(=O)C (4-bromophenyl)-1-(methylsulfonyl)piperidine ethyl-7-(1-methoxycyclobutyl)-2-oxo-1,2-dihydroquinoline-3-carboxylate